3-((8-methoxy-2-(6-methoxypyridin-3-yl)-2,3-dihydrobenzo[b][1,4]dioxin-6-yl)methyl)-6-(methoxymethyl)-3H-imidazo[4,5-b]pyridine COC1=CC(=CC2=C1OC(CO2)C=2C=NC(=CC2)OC)CN2C=NC=1C2=NC=C(C1)COC